2-{[(2S)-1-(dimethylamino)propan-2-yl]oxy}-5-fluoro-N-(6-methoxy-4-methylpyridin-3-yl)-4-(3-oxo-5,6,7,8-tetrahydro[1,2,4]triazolo[4,3-a]pyridin-2(3H)-yl)benzamide CN(C[C@H](C)OC1=C(C(=O)NC=2C=NC(=CC2C)OC)C=C(C(=C1)N1N=C2N(CCCC2)C1=O)F)C